methyl 5-((6-chloro-5-(4'-(((2-(2-hydroxyethoxy)ethyl)amino)methyl)-[1,1'-biphenyl]-4-yl)-1H-imidazo[4,5-b]pyridin-2-yl)oxy)-2-methylbenzoate ClC=1C=C2C(=NC1C1=CC=C(C=C1)C1=CC=C(C=C1)CNCCOCCO)N=C(N2)OC=2C=CC(=C(C(=O)OC)C2)C